(S)-1'-(8-(benzo[d]isothiazol-7-ylthio)imidazo[1,2-c]pyrimidin-5-yl)-1,3-dihydrospiro[indene-2,4'-piperidin]-1-amine S1N=CC2=C1C(=CC=C2)SC=2C=1N(C(=NC2)N2CCC3(CC2)[C@@H](C2=CC=CC=C2C3)N)C=CN1